zinc-rubidium sulfate S(=O)(=O)([O-])[O-].[Rb+].[Zn+2]